NC=1N=NC(=CC1N1CCC(CC1)(C(=O)N1CCC(CC1)NC(OC(C)(C)C)=O)C1=CC=CC=C1)Cl tert-butyl (1-(1-(3-amino-6-chloropyridazin-4-yl)-4-phenylpiperidine-4-carbonyl)piperidin-4-yl)carbamate